6-(1-methyl-1H-pyrazol-4-yl)pyrazolo[1,5-a]pyridine-3-carboxamide CN1N=CC(=C1)C=1C=CC=2N(C1)N=CC2C(=O)N